[14C](CCCCCCCCCCCCCCCCCCCCCCCCC)(=O)O cerotic acid-1-14C